O[C@H](C(=O)N[C@@H](C)C(NC1C(N(C=C(C=C1)C1=CC=CC=C1)C)=O)=O)C(C)C (S)-2-hydroxy-3-methyl-N-[(S)-1-(1-methyl-2-oxo-6-phenyl-2,3-dihydro-1H-azepin-3-ylcarbamoyl)-ethyl]-butyramide